tert-butyl 4-[[4-[[4-[[(7R)-8-cyclopentyl-7-ethyl-5-methyl-6-oxo-7H-pteridin-2-yl]amino]-3-methoxy-benzoyl]amino]-1-piperidyl]methyl]piperidine-1-carboxylate C1(CCCC1)N1[C@@H](C(N(C=2C=NC(=NC12)NC1=C(C=C(C(=O)NC2CCN(CC2)CC2CCN(CC2)C(=O)OC(C)(C)C)C=C1)OC)C)=O)CC